C(CCCC)OC(CCCCC[Li])OCCCCC 6,6-dipentyloxyhexyllithium